rel-2-[[(1R,2S)-2-[4-[(4-chlorophenyl)methoxy]phenyl]cyclopropyl]amino]-1-(4-methyl-1-piperazinyl)-ethanone ClC1=CC=C(C=C1)COC1=CC=C(C=C1)[C@H]1[C@@H](C1)NCC(=O)N1CCN(CC1)C |o1:15,16|